CC1=CC=C(C=C1)S(=O)(=O)N[C@@H](C2=CC=CC=C2)[C@H](C3=CC=CC=C3)N (1S,2S)-(+)-N-(4-toluenesulfonyl)-1,2-diphenylethylenediamine